2-(4-(4,4,5,5-tetramethyl-1,3,2-dioxaborolan-2-yl)butyl)piperidine CC1(OB(OC1(C)C)CCCCC1NCCCC1)C